4-(tert-butyl) 3-methyl 3-methylmorpholine-3,4-dicarboxylate CC1(N(CCOC1)C(=O)OC(C)(C)C)C(=O)OC